CN(C(/C=C/CC[C@@H](C(NC=1C(N(C=CC1)CC1=NC2=C(N1)C(=CC=C2)C(C(C)(C)C)=O)=O)=O)NC(OC)=O)=O)C (S,E)-methyl (7-(dimethylamino)-1,7-dioxo-1-((2-oxo-1-((7-pivaloyl-1H-benzo[d]imidazol-2-yl)methyl)-1,2-dihydropyridin-3-yl)amino)hept-5-en-2-yl)carbamate